6-chloro-3-[1-[3,6-dimethyl-2-(1-methyl-4,6-dihydropyrrolo[3,4-c]pyrazol-5-yl)-4-oxoquinazolin-8-yl]ethylamino]pyridine-2-carboxylic acid ClC1=CC=C(C(=N1)C(=O)O)NC(C)C=1C=C(C=C2C(N(C(=NC12)N1CC=2N(N=CC2C1)C)C)=O)C